5,6-dihydropyrrolo[2,1-a]isoquinolin C=1C=CN2C1C1=CC=CC=C1CC2